C(#N)C=1C=C(C=CC1SC1CCNCC1)N(S(=O)(=O)CCC)CC1=CC=C(C=C1)F N-(3-cyano-4-(piperidin-4-ylthio)phenyl)-N-(4-fluorobenzyl)propanesulfonamide